2,3-dimethyl-4-(4-methylpiperidin-1-yl)aniline CC1=C(N)C=CC(=C1C)N1CCC(CC1)C